Methyl (E)-octadec-9-en-1-yl carbonate C(OC)(OCCCCCCCC\C=C\CCCCCCCC)=O